C(C1=CC=CC=C1)N1CC(C=C(C1)I)O 1-benzyl-5-iodo-3,6-dihydro-2H-pyridin-3-ol